FC1=C(C=C(C(=N1)N)OC)B1OC(C(O1)(C)C)(C)C 6-fluoro-3-methoxy-5-(4,4,5,5-tetramethyl-1,3,2-dioxaborolan-2-yl)pyridin-2-amine